methyl 5-((4-fluoro-2-iso-propylphenyl)-amino)-2-(tri-fluoromethyl)-isonicotinate FC1=CC(=C(C=C1)NC1=CN=C(C=C1C(=O)OC)C(F)(F)F)C(C)C